ClC1=CC=C(C=NC=2SC=CN2)C=C1 N-(4-chlorobenzylidene)thiazol-2-amine